N-{[4-(2H-1,3-benzodioxole-5-sulfonyl)phenyl]methyl}-1H-pyrazolo[3,4-b]pyridine-5-carboxamide O1COC2=C1C=CC(=C2)S(=O)(=O)C2=CC=C(C=C2)CNC(=O)C=2C=C1C(=NC2)NN=C1